COC(=O)C=1N=C(NC1C(=O)OC)COCC 2-(ethoxymethyl)-1H-imidazole-4,5-dicarboxylic acid dimethyl ester